FC=1C(=C(C(=O)N2CC3(CN(C3)C(=O)OC(C)(C)C)C2)C=CC1)C tert-butyl 6-(3-fluoro-2-methylbenzoyl)-2,6-diazaspiro[3.3]heptane-2-carboxylate